FC1=C(N)C=C(C(=C1)C(F)(F)F)C#CC 2-fluoro-5-(prop-1-yne-1-yl)-4-(trifluoromethyl)aniline